(S)-4-((4-(bis(2,4-dimethoxybenzyl)amino)-2-(pent-2-yloxy)imidazo[2,1-f][1,2,4]triazin-7-yl)amino)piperidine-1-carboxylic acid tert-butyl ester C(C)(C)(C)OC(=O)N1CCC(CC1)NC1=CN=C2C(=NC(=NN21)O[C@@H](C)CCC)N(CC2=C(C=C(C=C2)OC)OC)CC2=C(C=C(C=C2)OC)OC